Cl.C1(=CC=CC=C1)N1C(=CC=C1)C1=NN2C(C=CC(=C2)N)=N1 2-(1-phenylpyrrol-2-yl)-[1,2,4]triazolo[1,5-a]pyridin-6-amine hydrochloride